4-(1-(3-chlorophenyl)-1H-1,2,3-triazol-4-yl)-4-methoxypiperidine dihydrochloride Cl.Cl.ClC=1C=C(C=CC1)N1N=NC(=C1)C1(CCNCC1)OC